NCC1=CC=C(C=C1)CN1C(=NC=2C1=C(N=NC2NCC2=CC(=CC(=C2)OC)OC)C=2CNCC2)CCCC 1-[[4-(aminomethyl)phenyl]methyl]-2-butyl-7-(2,5-dihydro-1H-pyrrol-3-yl)-N-[(3,5-dimethoxyphenyl)methyl]imidazo[4,5-d]pyridazin-4-amine